C(C)OC1=CC=C(C=N1)C1=CN=CC(=N1)C(=O)N/N=C/C=1C(=NNC1)C (E)-6-(6-ethoxypyridin-3-yl)-N'-((3-methyl-1H-pyrazol-4-yl)methylene)pyrazine-2-carbohydrazide